FC(C(=O)N)(C1=CC=CC=C1)F difluoro-2-phenylacetamide